C(CC(C)C)N(C=1C=C2C=CC(=CC2=CC1)C=CC1=CC=[N+](C2=CC=CC=C12)CCCS(=O)(=O)O)CCC(C)C 4-(2-[6-(diisopentylamino)-2-naphthalenyl]ethenyl)-1-(3-sulfopropyl)quinolinium